((8R,9S,10R)-9-(4'-fluoro-[1,1'-biphenyl]-4-yl)-6-(3,3,3-trifluoropropyl)-1,6-diazabicyclo[6.2.0]decan-10-yl)methanol FC1=CC=C(C=C1)C1=CC=C(C=C1)[C@H]1[C@@H]2CN(CCCCN2[C@H]1CO)CCC(F)(F)F